O=C1OC(C2=C(C=C(C=C12)O)C)=O 1,3-dihydro-1,3-dioxo-4-methyl-6-hydroxyisobenzofuran